C(C)(=O)N1CCC(CC1)NCC1=C(C(=NC=C1)NC=1C(=C(C=CC1)C1=C(C(=NC=C1)C1=CC(=C(CNC2CCN(CC2)C(C)=O)C=C1)OC)Cl)Cl)F 1-(4-((4-(4-(3-((4-(((1-acetylpiperidin-4-yl)amino)methyl)-3-fluoropyridin-2-yl)amino)-2-chlorophenyl)-3-chloropyridin-2-yl)-2-methoxybenzyl)amino)piperidin-1-yl)ethan-1-one